ClC1=CC=C(CCC2=CC=C3C(=N2)SC(=N3)NC(OC(C)(C)C)=O)C=C1 tert-butyl (5-(4-chlorophenethyl)thiazolo[5,4-b]pyridin-2-yl)carbamate